N1CC(C1)CCNC(C1=CC=C(C=C1)[C@H]1CC2(CC(C2)(F)F)CCN1CC1=C2C=CNC2=C(C=C1OC)C)=O (R)-N-(2-(azetidin-3-yl)ethyl)-4-(2,2-difluoro-7-((5-methoxy-7-methyl-1H-indol-4-yl)methyl)-7-azaspiro[3.5]nonan-6-yl)benzamide